tert-butyl ((1R,3S)-3-((6-bromopyrimidin-4-yl)carbamoyl)cyclohexyl)carbamate BrC1=CC(=NC=N1)NC(=O)[C@@H]1C[C@@H](CCC1)NC(OC(C)(C)C)=O